C(C)(C)(C)OC(=O)N1C[C@H](CC1)OC1=C(C(=O)OC)C(=CC(=N1)N=C(C1=CC=CC=C1)C1=CC=CC=C1)Cl methyl (S)-2-((1-(tert-butoxycarbonyl)pyrrolidin-3-yl)oxy)-4-chloro-6-((diphenylmethylene)amino)nicotinate